N1(CCNCC1)CC1CC2(CC(C2)N2C=CC=3C2=NC=C(C3)N3C(NC(CC3)=O)=O)C1 1-(1-((2S,4s,6S)-6-(Piperazin-1-ylmethyl)spiro[3.3]heptan-2-yl)-1H-pyrrolo[2,3-b]pyridin-5-yl)dihydropyrimidine-2,4(1H,3H)-dione